FC(C=1C=C(C=C(C1)C(F)(F)F)C=1C(=NN(C1C(=O)NCC1=NC=CC=C1)C=1SC(=C(N1)C1=CC(=C(C=C1)Cl)Cl)SC(C)C)C)(F)F 4-(3,5-bis(trifluoromethyl)phenyl)-1-(4-(3,4-dichlorophenyl)-5-(isopropylthio)thiazol-2-yl)-3-methyl-N-(pyridin-2-ylmethyl)-1H-pyrazole-5-carboxamide